(2R,3R,4S,5R)-3-[(tert-butyldimethylsilyl)oxy]-2-{[(tert-butyldimethylsilyl)oxy]methyl}-5-(2,4-dioxo-3H-pyrimidin-1-yl)-4-fluorooxolane-2-carbaldehyde [Si](C)(C)(C(C)(C)C)O[C@@H]1[C@@](O[C@H]([C@H]1F)N1C(NC(C=C1)=O)=O)(C=O)CO[Si](C)(C)C(C)(C)C